Ethyl-1-(6-(4-hydroxyphenyl)quinolin-2-yl)piperidine C(C)C1N(CCCC1)C1=NC2=CC=C(C=C2C=C1)C1=CC=C(C=C1)O